[Na].ClC1=C(C=CC=C1)Cl 1,2-dichlorobenzene sodium